racemic-9-((4-(difluoromethoxy)phenyl)sulfonyl)-2-(tetrahydro-2H-pyran-4-yl)-6-oxa-2,9-diazaspiro[4.5]decane FC(OC1=CC=C(C=C1)S(=O)(=O)N1CCO[C@@]2(CCN(C2)C2CCOCC2)C1)F |r|